4-[7-methoxy-5-[6-(methoxymethoxy)-2-methyl-indazol-5-yl]pyrazolo[4,3-b]pyridin-2-yl]piperidine-1-carboxylic acid tert-butyl ester C(C)(C)(C)OC(=O)N1CCC(CC1)N1N=C2C(N=C(C=C2OC)C2=CC3=CN(N=C3C=C2OCOC)C)=C1